NC(C(C(C[C@H]1C(NCC1)=O)NC([C@H](CC(C)(C)C)NC(\C=C\C1=C(C=C(C=C1)Cl)F)=O)=O)=O)=O (2S)-N-(4-Amino-3,4-dioxo-1-((S)-2-oxopyrrolidin-3-yl)butan-2-yl)-2-((E)-3-(4-chloro-2-fluorophenyl)acrylamido)-4,4-dimethylpentanamid